C(C)(=O)O.N=NC=O Iminoformamide acetate